(S)-tert-butyl (1-(5-carbamoyl-4-((2-isopropyl-6-(4-methoxyphenyl)pyridin-4-yl)amino)pyrimidin-2-yl)piperidin-3-yl)carbamate C(N)(=O)C=1C(=NC(=NC1)N1C[C@H](CCC1)NC(OC(C)(C)C)=O)NC1=CC(=NC(=C1)C1=CC=C(C=C1)OC)C(C)C